C[C@@H](CC)N (2s)-butan-2-amine